BrC=1C=CC(=NC1)C1(CC(C1)(F)F)CO [1-(5-Bromo-2-pyridinyl)-3,3-difluoro-cyclobutyl]methanol